1-[2-cyano-4-(trifluoromethyl)phenyl]-4-[6-(2-methoxythiophen-3-yl)pyridin-3-yl]-N-[(3S)-1-methylpyrrolidin-3-yl]piperidine-4-carboxamide C(#N)C1=C(C=CC(=C1)C(F)(F)F)N1CCC(CC1)(C(=O)N[C@@H]1CN(CC1)C)C=1C=NC(=CC1)C1=C(SC=C1)OC